CN1C(N(C(C=2N(C=NC12)C)=O)CCCCC(C)=O)=O 3,7-dihydro-3,7-dimethyl-1-(5-oxohexyl)-1h-purine-2,6-dione